FC(OC=1C(=NC(=NC1)C(C)C)NC1=NNC2=CC(=CC=C12)[C@@H]1C[C@@]12C(NC1=CC=C(C=C21)OC)=O)F (1R,2S)-2-(3-{[5-(difluoromethoxy)-2-(propan-2-yl)pyrimidin-4-yl]amino}-1H-indazol-6-yl)-5'-methoxyspiro[cyclopropane-1,3'-indol]-2'(1'H)-one